CS(=O)(=O)N1CCNCC1 4-methanesulfonylpiperazin